N-cyclopropyl-6-methyl-5-(piperazin-1-yl)pyridineamide C1(CC1)NC(=O)C1=NC(=C(C=C1)N1CCNCC1)C